NC1=C2N=CN(C2=NC(=N1)Cl)[C@H]1[C@H]([C@@H]([C@H](O1)COC(C(=O)O)(C(=O)O)CC1=CC=C(C=C1)C(NCCC(=O)O)=O)O)F 2-(((2R,3R,4S,5R)-5-(6-amino-2-chloro-9H-purin-9-yl)-4-fluoro-3-hydroxytetrahydrofuran-2-yl)methoxy)-2-(4-((2-carboxyethyl)carbamoyl)-benzyl)malonic acid